ClC=1C=C(C=C(C1)F)C1=C(C(=CC=C1)C[C@@H]1N(CC[C@@H]1NS(=O)(=O)CC)C(C(C)(C)O)=O)F N-((2S,3S)-2-((3'-chloro-2,5'-difluorobiphenyl-3-yl)methyl)-1-(2-hydroxy-2-methylpropanoyl)pyrrolidin-3-yl)ethanesulfonamide